(3Z)-6-(decoxymethoxy)-3-hexenyl-magnesium chloride C(CCCCCCCCC)OCOCC\C=C/CC[Mg]Cl